copper (II) dicyclopentadienone C1(C=CC=C1)=O.C1(C=CC=C1)=O.[Cu+2]